C(#N)C1=CN(C2=CC=C(C=C12)C1=CC=C(N=N1)C(=O)O)CC 6-(3-cyano-1-ethyl-indol-5-yl)pyridazine-3-carboxylic acid